(1s,3s)-1-(3-bromo-5-fluorophenyl)-3-hydroxy-3-methylcyclobutane-1-carboxylic acid BrC=1C=C(C=C(C1)F)C1(CC(C1)(C)O)C(=O)O